6,7-dihydro-5H-cyclopenta[1,2-c]pyridine-4-carbonitrile C1=NC=C(C2=C1CCC2)C#N